CCCC(C(=O)C)C(=O)C 3-n-propyl-2,4-pentanedione